10,11-dimethoxy-7,9,14,14a-tetrahydro-6H-isoquinolino[3,2-a]oxazolo[5,4-H]isoquinoline COC1=C(C=CC=2CC3N(CCC=4C=CC5=C(C34)N=CO5)CC12)OC